tert-butyl (S)-6-diazo-2-((S)-2-(2-(dimethylamino)acetamido)-3-(4-fluorophenyl)propanamido)-5-oxohexanoate [N+](=[N-])=CC(CC[C@@H](C(=O)OC(C)(C)C)NC([C@H](CC1=CC=C(C=C1)F)NC(CN(C)C)=O)=O)=O